[4-(4-biphenylylthio)phenyl]-4-biphenylylphenylsulfonium phenyltris(Pentafluorophenyl)borate C1(=CC=CC=C1)[B-](C1=C(C(=C(C(=C1F)F)F)F)F)(C1=C(C(=C(C(=C1F)F)F)F)F)C1=C(C(=C(C(=C1F)F)F)F)F.C1(=CC=C(C=C1)SC1=CC=C(C=C1)[SH+]C1=CC=C(C=C1)C1=C(C=CC=C1)C1=CC=CC=C1)C1=CC=CC=C1